4,4''-di(9H-carbazol-9-yl)-5'-(4,6-diphenyl-1,3,5-triazin-2-yl)-[1,1':3',1''-terphenyl]-2'-carbonitrile C1=CC=CC=2C3=CC=CC=C3N(C12)C1=CC=C(C=C1)C1=C(C(=CC(=C1)C1=NC(=NC(=N1)C1=CC=CC=C1)C1=CC=CC=C1)C1=CC=C(C=C1)N1C2=CC=CC=C2C=2C=CC=CC12)C#N